AMINOFLUORoPIPERIDIN NC1N(CCCC1)F